C1=CC=CC=2SC3=CC=CC=C3C(C12)=O Thioxanthenone